C(CCCCCCCCCCCCC)(=O)OC[C@H](COP(=O)(O)OCC(COC(C[C@H](C)NC(=O)OC(C)(C)C)=O)OC(C[C@H](C)NC(=O)OC(C)(C)C)=O)OC(CCCCCCCCCCCCC)=O (2R)-3-(((2,3-bis(((S)-3-((tert-butoxycarbonyl)amino)butanoyl)oxy)propoxy)-(hydroxy)phosphoryl)oxy)propane-1,2-diyl ditetradecanoate